β-(N-phenylamino)propyltrimethoxysilane C1(=CC=CC=C1)NC(C[Si](OC)(OC)OC)C